tert-butyl {3-[(methylsulfonyl)amino]propyl}carbamate CS(=O)(=O)NCCCNC(OC(C)(C)C)=O